CN1CC(C1)C1=C(C(=O)N)C=CC=C1 (1-methylazetidin-3-yl)benzamide